[Na].ClC1=C(C(=CC(=C1)Cl)Cl)O 2,4,6-trichlorophenol sodium